3-(5-chloro-4-oxochroman-3-yl)propanenitrile ClC1=C2C(C(COC2=CC=C1)CCC#N)=O